C1(CCC1)C=1C(=NN(C1C1=CC=C(C=C1)OC(F)(F)F)C)NC(C[C@@H]1C(C(C1)(F)F)(F)F)=O (S)-N-(4-cyclobutyl-1-methyl-5-(4-(trifluoromethoxy)phenyl)-1H-pyrazol-3-yl)-2-(2,2,3,3-tetrafluorocyclobutyl)acetamide